tert-butyl (((2S,4R)-5-chloro-4-(6-cyano-2-fluoro-3-methoxyphenyl)-2-phenyl-2,3-dihydrobenzofuran-2-yl)methyl)carbamate ClC=1C=CC2=C(C[C@](O2)(C2=CC=CC=C2)CNC(OC(C)(C)C)=O)C1C1=C(C(=CC=C1C#N)OC)F